C(\C=C\CCC)(=O)[O-] trans-2-hexenoic acid anion